3-hexanoylthiopropyltriethoxysilane C(CCCCC)(=O)SCCC[Si](OCC)(OCC)OCC